3-(2-((1H-imidazol-4-yl)methoxy)phenyl)-4-methoxypyridine N1C=NC(=C1)COC1=C(C=CC=C1)C=1C=NC=CC1OC